FC=1C=C(C=CC1)CCC(=O)NC1=NC=CC2=C1NC1=CC(=CC=C21)OC 3-(3-fluorophenyl)-N-(7-methoxy-9H-pyrido[3,4-b]indol-1-yl)propanamide